ClC=1C=C(C(=NC1)CCCO)O 5-chloro-2-(3-hydroxypropyl)pyridin-3-ol